OC1=C(CC2=C(C(=CC(=C2)C)C(C)(C)C)C(C(=O)O)=C)C=C(C=C1C(C)(C)C)C.C(C=C)(=O)O.C1(=CC=CC=C1)O.C1(=CC=CC=C1)O bisphenol monoacrylate (2-(2-hydroxy-3-tert-butyl-5-methylbenzyl)-4-methyl-6-tert-butylphenylacrylate)